IC=1C=NN2C1N=C(C=C2)N2CC1=C(CC2)N(C=N1)CC(C)(C)C 5-(3-iodopyrazolo[1,5-a]pyrimidin-5-yl)-1-neopentyl-4,5,6,7-tetrahydro-1H-imidazo[4,5-c]pyridine